Tetraethylmethane C(C)C(CC)(CC)CC